8-Hydroxy-5-(3-methylpiperazin-1-yl)-2,3-dihydro-1,4-benzodioxine OC1=CC=C(C2=C1OCCO2)N2CC(NCC2)C